C12(C=CC(CC1)(C2)C(=O)O)C(=O)O 2-norbornene-1,4-dicarboxylic acid